BrCC1=C(C=C(C=N1)C#N)Cl 6-(bromomethyl)-5-chloropyridine-3-carbonitrile